N-[(1S,2S)-1-[[4-(3,5-dimethyl-1H-pyrazol-4-yl)phenyl]carbamoyl]-2-methyl-butyl]-2-methyl-pyrazole-3-carboxamide CC1=NNC(=C1C1=CC=C(C=C1)NC(=O)[C@H]([C@H](CC)C)NC(=O)C=1N(N=CC1)C)C